methyl (S)-7-((4-(5-chloropyridin-2-yl)benzoyl)glycyl)-1,4-dioxa-7-azaspiro[4.4]nonane-8-carboxylate ClC=1C=CC(=NC1)C1=CC=C(C(=O)NCC(=O)N2CC3(OCCO3)C[C@H]2C(=O)OC)C=C1